C1(=CC=CC=C1)C=1N=C2N(C=C(C=C2)C#N)C1 2-Phenylimidazo[1,2-a]pyridine-6-carbonitrile